(R)-4-(3-methylbutanoyl)-N-((1-methylpyrrolidin-3-yl)methyl)-3,4-dihydroquinoxaline-1(2H)-carboxamide CC(CC(=O)N1CCN(C2=CC=CC=C12)C(=O)NC[C@@H]1CN(CC1)C)C